C(C)(=O)C1=C(C=C(C=C1)Cl)C1=CC(N(C=C1OC)C(C(=O)O)CCOC)=O 2-(4-(2-acetyl-5-chlorophenyl)-5-methoxy-2-oxopyridin-1(2H)-yl)-4-methoxybutyric acid